CC1=CC(CC(C1)CC(C)C)O 3-Methyl-5-isobutyl-2-cyclohexen-1-ol